(endo)-3-(2-cyano-2,2-diphenyl-ethyl)-8,8-dimethyl-8-azoniabicyclo[3.2.1]octane bromide [Br-].C(#N)C(CC1CC2CCC(C1)[N+]2(C)C)(C2=CC=CC=C2)C2=CC=CC=C2